C(C)(C)(C)OC(=O)N[C@@H]1CC[C@H](CC1)C1=CC=C(C=N1)C(CCC(=O)OC(C)(C)C)C#N trans-tert-Butyl 4-[6-[4-(tert-butoxycarbonylamino)cyclohexyl]-3-pyridyl]-4-cyano-butanoate